N-(2,2-dicyclopropyl-1-(5-((2-oxo-4-(trifluoromethyl)imidazolidin-1-yl)methyl)benzo[d]oxazol-2-yl)ethyl)-2,2-difluoro-2-phenylacetamide C1(CC1)C(C(C=1OC2=C(N1)C=C(C=C2)CN2C(NC(C2)C(F)(F)F)=O)NC(C(C2=CC=CC=C2)(F)F)=O)C2CC2